ortho-monobenzyl-toluene tert-butyl-4-(2-oxo-1H-benzo[cd]indol-6-yl)-3,6-dihydro-2H-pyridine-1-carboxylate C(C)(C)(C)OC(=O)N1CCC(=CC1)C=1C=2C3=C(C(NC3=CC1)=O)C=CC2.C(C2=CC=CC=C2)C2=C(C)C=CC=C2